Itaconic acid dipropyl ester C(CC)OC(C(=C)CC(=O)OCCC)=O